3-((2-Oxabicyclo[2.2.2]octan-4-yl)methoxy)-2-amino-N-methylbutanamide C12OCC(CC1)(CC2)COC(C(C(=O)NC)N)C